C(C1=CC=CC=C1)N1C2C(C3(N=CC2C(CC1)C3)C(=O)NCC3=CC=CC=C3)CC3=CC=CC=C3 4-benzyl-1-benzylaminocarbonyl-2-benzyl-4,10-diazatricyclo[5.3.1.03,8]Undec-9-ene